C1(CCCCC1)N1CCNCC1 4-cyclohexylpiperazine